O1CN=CC1=O 5(2H)-oxazolone